2-bromo-1-fluoro-3-(methoxy-d3)benzene BrC1=C(C=CC=C1OC([2H])([2H])[2H])F